N-(2-(3-(2-((1,5-dimethyl-1H-pyrazol-3-yl)amino)-5-methylpyrimidin-4-yl)-1H-indol-7-yl)-1-oxoisoindolin-4-yl)cyclopent-3-ene-1-carboxamide CN1N=C(C=C1C)NC1=NC=C(C(=N1)C1=CNC2=C(C=CC=C12)N1C(C2=CC=CC(=C2C1)NC(=O)C1CC=CC1)=O)C